ClC=1C=C(C=C(C1OC1=CN(C(C=C1)=O)C1=CC=C(C=C1)F)Cl)N1N=C(C(NC1=O)=O)C#N 2-(3,5-Dichloro-4-((1-(4-fluorophenyl)-6-oxo-1,6-dihydropyridin-3-yl)oxy)phenyl)-3,5-dioxo-2,3,4,5-tetrahydro-1,2,4-triazine-6-carbonitrile